S(=O)(=N)=NC(=O)N Sulfonimidoyl-urea